[N].COCCOCCO[C@](N)(CCC(=O)O)C(=O)O 2-(2-(2-methoxyethoxy)ethoxy)L-glutamic acid nitrogen